OCC1=C(C=CC=C1)B(O)O 2-(HYDROXYMETHYL)PHENYLBORONIC ACID